di-norbornenyl-ethylene glycol (S)-TERT-BUTYL-5'-CHLORO-5-(((1R,2R)-2-(HYDROXYMETHYL)CYCLOBUTYL)METHYL)-2',3',4,5-TETRAHYDRO-2H-SPIRO[BENZO[B][1,4]OXAZEPINE-3,1'-INDENE]-7-CARBOXYLATE C(C)(C)(C)C1[C@]2(C3=CC=C(C=C3C1)Cl)CN(C1=C(OC2)C=CC(=C1)C(=O)OC(C(C12C=CC(CC1)C2)O)C21C=CC(CC2)C1)C[C@H]1[C@@H](CC1)CO